C(C)(=O)N1CCC(CC1)(OC)C1=CC2=C(N=CN=C2N[C@H](C)C2=C(C(=NC=C2)C(=O)O)F)N(C1=O)C 4-[(1R)-1-[[6-(1-acetyl-4-methoxy-4-piperidyl)-8-methyl-7-oxo-pyrido[2,3-d]pyrimidin-4-yl]amino]ethyl]-3-fluoro-pyridine-2-carboxylic acid